tert-butyl 3-{3-[1-(3-chloro-2-fluorophenyl)-1-cyanoethyl]-2-fluoro-4-(methoxycarbonyl)anilino}azetidine-1-carboxylate ClC=1C(=C(C=CC1)C(C)(C#N)C=1C(=C(NC2CN(C2)C(=O)OC(C)(C)C)C=CC1C(=O)OC)F)F